6-chloro-N-indan-1-yl-3-isopropyl-[1,2,4]triazolo[4,3-b]pyridazin-8-amine ClC=1C=C(C=2N(N1)C(=NN2)C(C)C)NC2CCC1=CC=CC=C21